CC1=CC2=C(N=C(N=C2NCCCC2=CC=C(C=C2)C2=CC=C(C=C2)OC(F)(F)F)C#N)S1 6-methyl-4-((3-[4'-(trifluoromethoxy)-[1,1'-biphenyl]-4-yl]propyl)amino)thieno[2,3-d]pyrimidine-2-carbonitrile